1-methyl-2-oxo-1,2-dihydro-1,5-naphthyridine CN1C(C=CC2=NC=CC=C12)=O